COC1=CC=C(C=C1)C=1N(C2=CC=CC=C2C1)C (4-methoxyphenyl)-1-methyl-1H-indole